((3ar,5r,6as)-5-(6-chloro-1H-indazol-4-yl)-5-hydroxycyclopenta[c]pyrrol-2(1H)-yl)(phenyl)methanone ethyl-(Z)-N-[(2S)-2-(tert-butoxycarbonylamino)propanoyl]cyclopropanecarboximidate C(C)O\C(=N/C([C@H](C)NC(=O)OC(C)(C)C)=O)\C1CC1.ClC1=CC(=C2C=NNC2=C1)C1(C=C2C(CN(C2)C(=O)C2=CC=CC=C2)=C1)O